3'-(1,4-phenylenedi(dimethylsilylene))bis-1-propanol C1(=CC=C(C=C1)[Si](C)(C)CCCO)[Si](C)(C)CCCO